COC(=O)C=1C=C2C(=C(NC2=CC1)Br)CC(F)F 2-bromo-3-(2,2-difluoroethyl)-1H-indole-5-carboxylic acid methyl ester